2-(6-((cis)-2,6-dimethylmorpholino)-4-fluoropyridin-2-yl)-1,6-naphthyridin C[C@@H]1O[C@@H](CN(C1)C1=CC(=CC(=N1)C1=NC2=CC=NC=C2C=C1)F)C